C1=CC=CC=2C3=CC=CC=C3C(C12)COC(=O)N[C@](C(=O)O)(CC1CCCCC1)C (S)-2-(9H-fluoren-9-ylmethoxycarbonylamino)-3-cyclohexyl-2-methylpropanoic acid